6-(3-(1-(adamantan-1-ylmethyl)-5-methyl-1H-pyrazol-4-yl)-6-(8-(benzo[d]thiazol-2-ylcarbamoyl)-3,4-dihydroisoquinolin-2(1H)-yl)picolinamido)hexanoic acid C12(CC3CC(CC(C1)C3)C2)CN2N=CC(=C2C)C=2C(=NC(=CC2)N2CC3=C(C=CC=C3CC2)C(NC=2SC3=C(N2)C=CC=C3)=O)C(=O)NCCCCCC(=O)O